2-methylbenzo(e)indene CC=1CC=2C=CC3=C(C2C1)C=CC=C3